C1=CC(=CC(=C1)S(=O)(=O)O)N AMINOBENZENESULFONIC ACID